(R)-(6-(2-methoxy-4-(trifluoromethyl)phenyl)-5-methylpyridazin-3-yl)((R)-1-methylpiperidin-3-yl)methanol COC1=C(C=CC(=C1)C(F)(F)F)C1=C(C=C(N=N1)[C@H](O)[C@H]1CN(CCC1)C)C